diisobutylaluminum n-butoxide [O-]CCCC.C(C(C)C)[Al+]CC(C)C